2-Hydrazino-3,5,6-trimethylpyrazine N(N)C1=NC(=C(N=C1C)C)C